BrC1=CC=C(C=C1)N1N=CC=C1C 1-(4-bromophenyl)-5-methyl-1H-pyrazole